O=C1CC2(C1)CN(C2)C2=CC=CC(=N2)CN2N=NC(=C2)C2=C1C(=NC(=C2)C=2C(=C(C#N)C=CC2)C)NC=C1 3-(4-(1-((6-(2-oxo-6-azaspiro[3.3]heptan-6-yl)pyridin-2-yl)methyl)-1H-1,2,3-triazol-4-yl)-1H-pyrrolo[2,3-b]pyridin-6-yl)-2-methylbenzonitrile